COC1=C(C(=CC(=C1)C)C)C1=CC=C2C(=CC(=NC2=N1)C1CN(CCC1)C)CCO 2-[7-(2-methoxy-4,6-dimethyl-phenyl)-2-(1-methyl-3-piperidyl)-1,8-naphthyridin-4-yl]ethanol